ClC=1C(=CC(=NC1)OC1CCC2(CN(C2)C(=O)C2CC(C2)(C)O)CC1)OC (7-((5-chloro-4-methoxypyridin-2-yl)oxy)-2-azaspiro[3.5]non-2-yl)((1s,3s)-3-hydroxy-3-methylcyclobutyl)methanone